5-amino-6-fluoro-3-methylisoindolin-1-one NC=1C=C2C(NC(C2=CC1F)=O)C